(((2-hydroxy-5-(2-((hydroxymethoxy)methoxy)ethyl)-1,3-phenylene)bis(methylene))bis(oxy))dimethanol OC1=C(C=C(C=C1COCO)CCOCOCO)COCO